N-[4-(2-chloro-5-fluorophenoxy)-3-(4,5,6,7-tetrachloro-1,3-dioxoisoindol-2-yl)-1H-indazol-5-yl]-3-fluoro-5-(trifluoromethyl)benzamide ClC1=C(OC2=C3C(=NNC3=CC=C2NC(C2=CC(=CC(=C2)C(F)(F)F)F)=O)N2C(C3=C(C(=C(C(=C3C2=O)Cl)Cl)Cl)Cl)=O)C=C(C=C1)F